ClC1=CC(=NC(=C1O)Cl)C(=O)O 4,6-dichloro-5-hydroxypicolinic acid